AMINOPYRIDAZINE C1=CC(=NN=C1)N